9-(3-(2,4-dioxotetrahydropyrimidin-1(2H)-yl)-4-methylbenzoyl)-1-oxa-9-azaspiro[5.5]undecane-3-carbaldehyde O=C1N(CCC(N1)=O)C=1C=C(C(=O)N2CCC3(CCC(CO3)C=O)CC2)C=CC1C